O=C1NC2=CC=C(C=C2C12CCCCC2)C=C2CCN(CC2)C(=O)OC(C)(C)C tert-butyl 4-((2'-oxospiro[cyclohexane-1,3'-indolin]-5'-yl)methylene)piperidine-1-carboxylate